Cl.FC(CN)(F)F 2,2,2-trifluoroethan-1-amine-HCl salt